(3-(benzyloxy)-4-methoxyphenyl)Boric acid C(C1=CC=CC=C1)OC=1C=C(C=CC1OC)OB(O)O